ClC1=CC(=C(C=C1)[C@@]1(OC2=C(O1)C=CC=C2C2CCN(CC2)CC=2N(C(=C(N2)C)CC(C(=O)O)F)C[C@H]2OCC2)C)F 3-(2-((4-((S)-2-(4-chloro-2-fluorophenyl)-2-methylbenzo[d][1,3]dioxol-4-yl)piperidin-1-yl)methyl)-4-methyl-1-(((S)-oxetan-2-yl)methyl)-1H-imidazol-5-yl)-2-fluoropropanoic acid